FC1=C(OC2=NC=NC3=CC(=C(C=C23)NC(CCC(C)C)=O)OC)C=CC(=C1)NC(=O)NCCC1=CC=C(C=C1)F N-(4-(2-fluoro-4-(3-(4-fluorophenethyl)ureido)phenoxy)-7-methoxyquinazolin-6-yl)-4-methylpentanamide